C(C)(C)(C)OC(=O)N1CC(CC1)C1=NC=C(C=C1F)Cl 3-(5-chloro-3-fluoropyridin-2-yl)pyrrolidine-1-carboxylic acid tert-butyl ester